C(CC)C(C(=O)OC1=C(C=CC(=C1)\C=C\C(CC(\C=C\C1=CC(=C(C=C1)OC)O)=O)=O)OC)CCC 5-((1E,6E)-7-(3-hydroxy-4-methoxyphenyl)-3,5-dioxohepta-1,6-dien-1-yl)-2-methoxyphenyl 2-propylpentanoate